C(N)(=O)CNC1CCN(CC1)C(=O)OCC1=CC=CC=C1 benzyl 4-[(carbamoylmethyl)amino]piperidine-1-carboxylate